C1=C(C=CC2=CC=CC=C12)CC(=O)C1=CC(=C(C(=C1)OC)OC)OC 2-(Naphthalen-2-yl)-1-(3,4,5-trimethoxyphenyl)ethan-1-one